C(C)(C)(C)OC(=O)N1CC(CCC1)(O)CN 3-(aminomethyl)-3-hydroxy-piperidine-1-carboxylic acid tert-butyl ester